[F-].FOF perfluoro ether fluoride